FC1(CCC(CC1)(C1=CC=C(C=C1)NS(=O)(=O)C)C(=O)N1[C@H](C[C@H](C1)F)C(=O)NC1=CC=C2C(=N1)C=NN2C(=O)OC(C)(C)C)F tert-Butyl 5-({(4R)-1-[(4,4-difluoro-1-{4-[(methylsulfonyl)amino]phenyl}cyclohexyl)carbonyl]-4-fluoro-D-prolyl}amino)-1H-pyrazolo[4,3-b]pyridine-1-carboxylate